(5S,8R)-N-(3,4-dichlorophenyl)-2-hydroxy-6,7,8,9-tetrahydro-5H-5,8-epiminobenzo[7]annulene-10-carboxamide ClC=1C=C(C=CC1Cl)NC(=O)N1[C@H]2CC[C@@H]1CC1=C2C=CC(=C1)O